Cl.Cl.NC1=CC=C(C=C1)C=1NC2=CC(=CC=C2C1)C(=O)N 2-(4-aminophenyl)-6-indolecarboxamide dihydrochloride